BrC1=C(C(=CC=C1)Cl)C1=NCC2=C(C3=C1C=C(C=C3)Cl)N=CN=C2 7-(2-Bromo-6-chlorophenyl)-9-chloro-5H-pyrimido[5,4-d][2]benzazepin